1-[9-ethyl-6-(3-methylbenzoyl)-9H-carbazol-3-yl]-ethanone C(C)N1C2=CC=C(C=C2C=2C=C(C=CC12)C(C)=O)C(C1=CC(=CC=C1)C)=O